(1R,2S,3R,5R)-3-((2-chloro-6-methylpyrimidin-4-yl)(methyl)amino)-5-(4-hydroxyphenyl)cyclopentane-1,2-diol ClC1=NC(=CC(=N1)N([C@H]1[C@@H]([C@@H]([C@H](C1)C1=CC=C(C=C1)O)O)O)C)C